N1=CC=C(C=C1)CNC(C)C N-(pyridin-4-ylmethyl)propan-2-amine